(S)-4-(3-(4-Cyclopropyl-3-(trifluoromethyl)phenethyl)-3-(dimethylamino)piperidin-1-yl)-N-(2,4-dimethoxybenzyl)-2,6-difluoro-N-(pyrimidin-4-yl)benzenesulfonamide C1(CC1)C1=C(C=C(CC[C@]2(CN(CCC2)C2=CC(=C(C(=C2)F)S(=O)(=O)N(C2=NC=NC=C2)CC2=C(C=C(C=C2)OC)OC)F)N(C)C)C=C1)C(F)(F)F